[Si](C1=CC=CC=C1)(C1=CC=CC=C1)(C(C)(C)C)OCC1=NN(C(N1CC)=O)C1=CC2=C(OC(CN2C(C)C)C2=C(C=CC=C2F)Cl)C=C1F (((tert-Butyldiphenylsilyl)oxy)methyl)-1-(2-(2-chloro-6-fluorophenyl)-7-fluoro-4-isopropyl-3,4-dihydro-2H-benzo[b][1,4]oxazin-6-yl)-4-ethyl-1H-1,2,4-triazol-5(4H)-one